3-(6-(pyrrolidin-1-yl)-1H-benzo[d]imidazol-2-yl)-1H-indazole-5-carboxylic acid N1(CCCC1)C=1C=CC2=C(NC(=N2)C2=NNC3=CC=C(C=C23)C(=O)O)C1